N-[2-(4-formylcyclohexyl)-6-(1-hydroxy-1-methyl-ethyl)-3H-benzimidazol-5-yl]-6-(trifluoromethyl)pyridine-2-carboxamide C(=O)C1CCC(CC1)C=1NC2=C(N1)C=C(C(=C2)NC(=O)C2=NC(=CC=C2)C(F)(F)F)C(C)(C)O